4-fluoro-7-methoxy-1H-benzo[d]imidazole FC1=CC=C(C=2NC=NC21)OC